N-(3-chloro-5-(methylsulfonamido)phenyl)-4-(3-fluoro-5-(trifluoromethyl)pyridin-2-yl)thiophene-2-carboxamide ClC=1C=C(C=C(C1)NS(=O)(=O)C)NC(=O)C=1SC=C(C1)C1=NC=C(C=C1F)C(F)(F)F